tert-Butyl 3-[(tert-butoxycarbonyl)amino]-5-[trans-3-[6-(trifluoromethyl)pyridin-3-yl]cyclobutoxy]indole-1-carboxylate C(C)(C)(C)OC(=O)NC1=CN(C2=CC=C(C=C12)O[C@@H]1C[C@H](C1)C=1C=NC(=CC1)C(F)(F)F)C(=O)OC(C)(C)C